1,2,5-oxadiazole-3-formamidine O1N=C(C=N1)C(=N)N